NC[C@H](O)C1=CC(=CC=C1)Cl (R)-2-amino-1-(3-chlorophenyl)ethan-1-ol